[Fe](Cl)Cl iron(II) chloride